COCC1=NC(=NO1)C=1C=C2CC[C@H](C2=CC1)NC(=O)C=1C(=NNC1)C (R)-N-(5-(5-(methoxymethyl)-1,2,4-oxadiazol-3-yl)-2,3-dihydro-1H-inden-1-yl)-3-methyl-1H-pyrazole-4-carboxamide